C(C)N1C(=NN(C1=O)C=1C=C2C=CN=C(C2=C(C1)O[C@H](C(F)(F)F)C)OC1=CC=NN1C)CO (S)-4-Ethyl-3-(hydroxymethyl)-1-(1-((1-methyl-1H-pyrazol-5-yl)oxy)-8-((1,1,1-trifluoropropan-2-yl)oxy)isoquinolin-6-yl)-1H-1,2,4-triazol-5(4H)-one